FC(CC=1C=C2C(=NC=NC2=CC1)N1CC2(C1)CCN(CC2)CC21CC(C2)(C1)NS(=O)(=O)CC)(F)F N-(3-((2-(6-(2,2,2-trifluoroethyl)quinazolin-4-yl)-2,7-diazaspiro[3.5]nonan-7-yl)methyl)bicyclo[1.1.1]pentan-1-yl)ethanesulfonamide